FC(C1=NN(C2=C(C=CC=C12)C(C(=O)O)N1CC(C1)OCCCCCC1=NC=2NCCCC2C=C1)C)F 2-(3-(difluoromethyl)-1-methyl-1H-indazol-7-yl)-2-(3-(5-(5,6,7,8-tetrahydro-1,8-naphthyridin-2-yl)pentyloxy)azetidin-1-yl)acetic acid